5-((4-(6-((2-(1-(cyclopropylsulfonyl)-1H-pyrazol-4-yl)pyrimidin-4-yl)amino)-1-isopropyl-1H-Pyrazolo[4,3-c]pyridin-3-yl)piperazin-1-yl)methyl)-2-(2,6-dioxopiperidin-3-yl)isoindoline C1(CC1)S(=O)(=O)N1N=CC(=C1)C1=NC=CC(=N1)NC1=CC2=C(C=N1)C(=NN2C(C)C)N2CCN(CC2)CC=2C=C1CN(CC1=CC2)C2C(NC(CC2)=O)=O